ClC1=CC(=CC=2C=C(OC21)CNC(OC(C)(C)C)=O)C=2C=CC1=C(C=CO1)C2 tert-Butyl (7-chloro-5,5'-bibenzofuran-2-yl)methylcarbamate